3-amino-6-tert-butyl-5H,6H,7H,8H-thieno[2,3-b]quinoline-2-carbonitrile NC1=C(SC2=NC=3CCC(CC3C=C21)C(C)(C)C)C#N